C(C)(C)(C)OC(=O)N1C(=C(C=2C1=CN=C(C2F)N2CCN(CC2)C(=O)OC(C)(C)C)C(C)C)C=2C=C(C=1N(C2)N=CN1)OC 5-(4-(tert-Butoxycarbonyl)piperazin-1-yl)-4-fluoro-3-isopropyl-2-(8-methoxy-[1,2,4]triazolo[1,5-a]pyridin-6-yl)-1H-pyrrolo[2,3-c]pyridine-1-carboxylic acid tert-butyl ester